COC1=CC=C(C=C1)CCCCN1N=NC=C1 1-(4-(4-methoxyphenyl)butyl)-1H-1,2,3-triazole